C(C)(C)(C)OC(NC1=C(C=C(C(=C1)C=O)N)OC)=O (4-Amino-5-formyl-2-methoxyphenyl)carbamic acid tert-butyl ester